3-[4-(9-Aminononyl)-3-methyl-2-oxo-benzimidazol-1-yl]piperidine-2,6-d NCCCCCCCCCC1=CC=CC=2N(C(N(C21)C)=O)C2C(NC(CC2)[2H])[2H]